α-D-mannopyranosyl-(1→6)-α-D-mannopyranosyl-(1→3)-β-D-mannopyranose [C@H]1([C@@H](O)[C@@H](O)[C@H](O)[C@H](O1)CO)OC[C@@H]1[C@H]([C@@H]([C@@H]([C@H](O1)O[C@@H]1[C@@H]([C@H](O)O[C@@H]([C@H]1O)CO)O)O)O)O